CC1=NN(C(=C1CC1=C(C#N)C=CC=C1)C)S(=O)(=O)C1=CC=C(C=C1)C(F)(F)F 2-((3,5-dimethyl-1-((4-(trifluoromethyl)phenyl)sulfonyl)-1H-pyrazol-4-yl)methyl)benzonitrile